FC1=C(C=C(C=C1)C=C1OC(C2=CC=CC=C12)=O)N1C(C(C2=CC=CC=C12)(C)C)=O 1-(2-Fluoro-5-((3-oxoisobenzofuran-1(3H)-ylidene)methyl)phenyl)-3,3-dimethylindolin-2-one